tert-butyl 4-(7-bromo-5-fluoro-4-oxoquinazolin-3(4H)-yl)piperidine-1-carboxylate BrC1=CC(=C2C(N(C=NC2=C1)C1CCN(CC1)C(=O)OC(C)(C)C)=O)F